N-(2-((1r,3r,5r,7r)-adamantan-2-ylamino)ethyl)-2-(4-chloro-phenyl)-1-(2,4-dichloro-phenyl)-1H-imidazole-4-carboxamide C12C(C3CC(CC(C1)C3)C2)NCCNC(=O)C=2N=C(N(C2)C2=C(C=C(C=C2)Cl)Cl)C2=CC=C(C=C2)Cl